CC1=CC=C(CNCCNCC2=CC=C(C=C2)C)C=C1 N,N'-Bis(4-methylbenzyl)-1,2-ethanediamine